2-(4-(oxazol-5-yl)piperidin-1-yl)benzo[d]thiazole-6-carboxylic acid O1C=NC=C1C1CCN(CC1)C=1SC2=C(N1)C=CC(=C2)C(=O)O